1,3-diethylimidazolium chloride [Cl-].C(C)N1C=[N+](C=C1)CC